N1(CCCC1)C(CC1=NSC(=N1)NC(=O)C=1OC=C(C1)C1=CC(=CC=C1)C(F)(F)F)C N-(3-(2-(pyrrolidin-1-yl)propyl)-1,2,4-thiadiazol-5-yl)-4-(3-(trifluoromethyl)phenyl)furan-2-carboxamide